2-{methyl[2-(pyridin-2-yl)-5H,6H,7H-cyclopenta[d]pyrimidin-4-yl]amino}-1-(piperidin-1-yl)ethan-1-one CN(CC(=O)N1CCCCC1)C=1C2=C(N=C(N1)C1=NC=CC=C1)CCC2